COC(C1=C(C=C(C=C1)NC(=O)C=1N(C(=CN1)C1=C(C(=C(C=C1)OC)F)F)C)Cl)=O 2-chloro-4-[[5-(2,3-difluoro-4-methoxy-phenyl)-1-methyl-imidazole-2-carbonyl]amino]benzoic acid methyl ester